ClC1=C(C=C(N=N1)C=1C(NC(NC1)=O)=O)CC1CCCC1 5-(6-chloro-5-(cyclopentylmethyl)pyridazin-3-yl)pyrimidine-2,4(1H,3H)-dione